1,5-dimethyl-1,2,3,4-tetrahydronaphthalene CC1CCCC2=C(C=CC=C12)C